6-chloro-1-{2-oxaspiro[3.3]heptan-6-ylmethyl}pyrazolo[3,4-b]pyrazine ClC1=CN=C2C(=N1)N(N=C2)CC2CC1(COC1)C2